7-(2'-fluoro-6-methoxy-[1,1'-biphenyl]-3-yl)-12-phenylbenzo[k]fluoranthene FC1=C(C=CC=C1)C1=CC(=CC=C1OC)C1=C2C(=C(C=3C=4C=CC=C5C=CC=C(C13)C54)C5=CC=CC=C5)C=CC=C2